ClC=1C=CC=C2C(C=C(OC12)C1=C(O[C@@H]2C[C@H](C2)C(=O)NS(=O)(=O)C2CC2)C=C(C=C1)C)=O Trans-3-[2-(8-chloro-4-oxo-chromen-2-yl)-5-methyl-phenoxy]-N-cyclopropylsulfonyl-cyclobutanecarboxamide